d-ribulose phosphate P(=O)(O)(O)O.OCC(=O)[C@H](O)[C@H](O)CO